3-(3,4-dihydroxyphenyl-methyl-aminocarbonyl)-2,5-dihydroxybenzoic acid OC=1C=C(C=CC1O)N(C(=O)C=1C(=C(C(=O)O)C=C(C1)O)O)C